dimethyldioctyl-ammonium bromide [Br-].C[N+](CCCCCCCC)(CCCCCCCC)C